hexahydro-4,7-methanoindanyl-dimethylenediamine C1(CCC2C3CCC(C12)C3)NCCN